BrC1=CC=C2N=C(C(NC2=C1F)=O)C1CC1 7-bromo-3-cyclopropyl-8-fluoro-1H-quinoxalin-2-one